1,1'-(3,3'-diethyl[1,1'-biphenyl]-4,4'-diyl)bis{2,4-diamino-3-[(E)-diazenyl]naphthalene-1-sulfonic acid} C(C)C=1C=C(C=CC1C1(C(C(=C(C2=CC=CC=C12)N)\N=N\[H])N)S(=O)(=O)O)C1=CC(=C(C=C1)C1(C(C(=C(C2=CC=CC=C12)N)\N=N\[H])N)S(=O)(=O)O)CC